C1(CCCCC1)CCN1CC(CCC1)C=1NC(N(N1)C1=C2C=NN=CC2=CC=C1)=O 5-(1-(2-cyclohexylethyl)piperidin-3-yl)-2-(phthalazin-5-yl)-2,4-dihydro-3H-1,2,4-triazol-3-one